1-methyldiethoxysilylethyl-9-bis(diethylamino)methylsilylethyl-1,1,3,3,5,5,7,7,9,9-decamethylpentasiloxane C[Si](C(C)[Si](O[Si](O[Si](O[Si](O[Si](C)(C)CC[SiH2]C(N(CC)CC)N(CC)CC)(C)C)(C)C)(C)C)(C)C)(OCC)OCC